(S)-N-((S)-2-(dimethylamino)-3-(4-methyl-1H-indazol-5-yl)propyl)-3-(1-methylcyclopropyl)-3-(pyridin-3-yl)propionamide CN([C@H](CNC(C[C@H](C=1C=NC=CC1)C1(CC1)C)=O)CC=1C(=C2C=NNC2=CC1)C)C